OC[C@H](N)[C@H](O)[C@H](O)CCCCCCCCCCCCCC phytosphingosin